5-chloro-2-methoxy-N,4,6-trimethyl-N-(1-methylpiperidin-4-yl)nicotinamide ClC=1C(=NC(=C(C(=O)N(C2CCN(CC2)C)C)C1C)OC)C